azo-aniline N(=NNC1=CC=CC=C1)NC1=CC=CC=C1